2-amino-4,6-dimethyl-nicotinamide NC1=C(C(=O)N)C(=CC(=N1)C)C